1-(2-(4-chloro-3-fluorophenoxy)acetamido)-N-((5-chlorobenzofuran-2-yl)methyl)piperidine-4-carboxamide ClC1=C(C=C(OCC(=O)NN2CCC(CC2)C(=O)NCC=2OC3=C(C2)C=C(C=C3)Cl)C=C1)F